ClC=1C=CC(=C(C1)C1=CC(=C(N=N1)N(CCC(C(F)(F)F)O)C)C(=O)OC(C)(C)C)F tert-butyl 6-(5-chloro-2-fluorophenyl)-3-[methyl(4,4,4-trifluoro-3-hydroxybutyl)amino]pyridazine-4-carboxylate